4-(4-chlorophenyl)-3,9-dimethyl-2-(pyridin-2-ylethynyl)-6H-thieno[3,2-f][1,2,4]triazolo[4,3-a][1,4]diazepine ClC1=CC=C(C=C1)C1=NCC=2N(C3=C1C(=C(S3)C#CC3=NC=CC=C3)C)C(=NN2)C